COC(=O)C1=NN(C(=C1)C)COCC[Si](C)(C)C 5-methyl-1-{[2-(trimethylsilyl)ethoxy]methyl}-1H-pyrazole-3-carboxylic acid methyl ester